ClC=1C=CC(=C2C=NN(C(C12)=O)C)O 8-chloro-5-hydroxy-2-methylphthalazin-1(2H)-one